2-amino-5-(4-(2-(3,5-difluorophenyl)-2-hydroxyacetamido)-2-methyl-phenyl)-N-(tetrahydro-2H-pyran-4-yl)nicotinamide NC1=C(C(=O)NC2CCOCC2)C=C(C=N1)C1=C(C=C(C=C1)NC(C(O)C1=CC(=CC(=C1)F)F)=O)C